C1=CC=CC=CC=CC=CC=CC=C2C=CC=CC=CC=CC=CC=CC=C12 pentadecalene